2-METHYL-2-(PROPAN-2-YL)CYCLOPROPANE-1-CARBOXYLIC ACID CC1(C(C1)C(=O)O)C(C)C